N-(9,9-dimethyl-9H-fluoren-3-yl)-9,9-dimethyl-9H-fluoren-1-amine CC1(C2=CC=CC=C2C=2C=C(C=CC12)NC1=CC=CC=2C3=CC=CC=C3C(C12)(C)C)C